NC1=NC=NC(=C1)C 4-amino-6-methylpyrimidine